ClC=1C=C(N(C1)C)C(=O)NC(C(=O)OCC)\C=C\C(C)(C)C ethyl (E)-2-(4-chloro-1-methyl-2-pyrrolylcarbonylamino)-5,5-dimethyl-3-hexenoate